O1CCC(CC1)S(=O)(=O)C1=CC=C(C=C1)C=1N=CC=NC1 5-(4-(tetrahydro-2H-pyran-4-ylsulfonyl)phenyl)pyrazin